methyl (2S)-5,5-dimethyl-2-[[3-[2-[2-[2-[2-[2-(2-prop-2-ynoxyethoxy)ethoxy]ethoxy]ethoxy]ethoxy]ethoxy]phenyl]methylamino]hexanoate CC(CC[C@@H](C(=O)OC)NCC1=CC(=CC=C1)OCCOCCOCCOCCOCCOCCOCC#C)(C)C